CN(C1=NC=2N(C(=C1)C1=CC=C(C#N)C=C1)N=CN2)C 4-[5-(dimethylamino)-[1,2,4]triazolo[1,5-a]pyrimidin-7-yl]benzonitrile